C(CCC)C=1C=C(C(=O)NCC(=O)N2[C@@H](CCC2)C(=O)NCC=2SC=C(C2)C(N)=N)C=CC1OC1=CC=CC=C1 (S)-1-((3-butyl-4-phenoxybenzoyl)glycyl)-N-((4-carbamimidoylthiophen-2-yl)methyl)pyrrolidine-2-carboxamide